3,6-dimethyl-4-octyne-3,6-diol CC(CC)(C#CC(CC)(O)C)O